2-(6-(methylsulfonyl)pyridin-3-yl)-7-(3-(morpholinosulfonyl)phenyl)furo[3,2-b]pyridine CS(=O)(=O)C1=CC=C(C=N1)C1=CC2=NC=CC(=C2O1)C1=CC(=CC=C1)S(=O)(=O)N1CCOCC1